CN1CC(C1)CC=1OC(=NN1)[C@@]12CN(C[C@]2(C1)C(F)(F)F)C1=C2C=CC=NC2=C(C=C1)C(F)(F)F 2-((1-methylazetidin-3-yl)methyl)-5-((1S,5R)-5-(trifluoromethyl)-3-(8-(trifluoromethyl)quinolin-5-yl)-3-azabicyclo[3.1.0]hexane-1-yl)-1,3,4-oxadiazole